ClC1=CC2=C(C=N1)C=CN2COCC[Si](C)(C)C 6-chloro-1-[[2-(trimethylsilyl)ethoxy]methyl]pyrrolo[3,2-c]pyridine